COC1=C(C=C(C=CC(=O)O)C=C1)C 4-methoxy-3-methyl-cinnamic acid